5-chloro-N4-(2-(isopropylsulfonyl)phenyl)-N2-(1H-pyrazol-4-yl)pyrimidine-2,4-diamine ClC=1C(=NC(=NC1)NC=1C=NNC1)NC1=C(C=CC=C1)S(=O)(=O)C(C)C